BrC1=CC=2C3=C(C=NC2C=C1F)N(C(N3C(C)C)=O)C 8-bromo-7-fluoro-1-isopropyl-3-methyl-imidazo[4,5-c]quinolin-2-one